CN1CCN(CC1)C=1C=CC(=NC1)CO [5-(4-methylpiperazin-1-yl)-2-pyridyl]methanol